NCC1=CC=C(C=C1)C1=C(C(=CC=C1)S(=O)(=O)N1CCC2(C[C@@H](CO2)NC[C@@H](COC=2C=C(C=CC2)S(=O)(=O)NC)O)CC1)C 3-((S)-3-((S)-8-(4'-(aminomethyl)-2-methylbiphenyl-3-ylsulfonyl)-1-oxa-8-azaspiro[4.5]decan-3-ylamino)-2-hydroxypropoxy)-N-methylbenzenesulfonamide